N-(5-(2-(2-aminopyridin-3-yl)-5-phenyl-3H-imidazo[4,5-b]pyridin-3-yl)-2,3-dihydro-1H-inden-1-yl)-2-(4-formyl-3-hydroxyphenyl)acetamide NC1=NC=CC=C1C1=NC=2C(=NC(=CC2)C2=CC=CC=C2)N1C=1C=C2CCC(C2=CC1)NC(CC1=CC(=C(C=C1)C=O)O)=O